(4-Benzoylpiperazin-1-yl)(5-(1-methyl-1H-pyrazol-4-yl)benzo[b]thiophen-3-yl)methanone C(C1=CC=CC=C1)(=O)N1CCN(CC1)C(=O)C=1C2=C(SC1)C=CC(=C2)C=2C=NN(C2)C